Cl.C1(=CC=CC=2C3=CC=CC=C3CC12)COC(=O)NCCCN N-fluorenylmethoxycarbonyl-1,3-diaminopropane hydrochloride